S1C2=C(C=C1)CC(C2)N(C(OC(C)(C)C)=O)C tert-butyl N-(5,6-dihydro-4H-cyclopenta[b]thiophen-5-yl)-N-methyl-carbamate